1-(1-Acetylpiperidin-4-yl)-3-((5-(5-(difluoromethyl)-1,3,4-oxadiazol-2-yl)pyridin-2-yl)methyl)-5-fluoro-1,3-dihydro-2H-benzo[d]imidazol-2-one C(C)(=O)N1CCC(CC1)N1C(N(C2=C1C=CC(=C2)F)CC2=NC=C(C=C2)C=2OC(=NN2)C(F)F)=O